2-chlorobenzo[d]thiazol-6-amine ClC=1SC2=C(N1)C=CC(=C2)N